4-[3-[2,6-Dichloro-4-(5-methyl-2-oxa-5,8-diazaspiro[3.5]nonan-8-yl)benzoyl]-2,4-dihydro-1,3-benzoxazin-8-yl]-5-fluoro-2-(3-oxa-8-azabicyclo[3.2.1]octan-8-yl)benzoic acid ClC1=C(C(=O)N2COC3=C(C2)C=CC=C3C3=CC(=C(C(=O)O)C=C3F)N3C2COCC3CC2)C(=CC(=C1)N1CCN(C2(COC2)C1)C)Cl